ClC=1C=C2C(=NC(=NC2=C(C1C=1C(=CC=C2C=NN(C12)C)C)F)N1CC(C1)N(C)C)N1CC2(CN(C2C)C(C=C)=O)CC1 1-(6-(6-chloro-7-(1,6-dimethyl-1H-indazol-7-yl)-2-(3-(dimethylamino)azetidin-1-yl)-8-fluoroquinazolin-4-yl)-1-methyl-2,6-diazaspiro[3.4]octan-2-yl)prop-2-en-1-one